NC1=C(C2=C(N(C(=N2)C)C)C=C1)N1C[C@H](CC1)NC(OC(C)(C)C)=O tert-butyl (S)-(1-(5-amino-1,2-dimethyl-1H-benzo[d]imidazol-4-yl) pyrrolidin-3-yl)carbamate